ClC=1N=C(C2=C(N1)N(C=C2)[C@H]2[C@@H]([C@@H]([C@H](O2)COCP(O)(=O)OCC(C(C)C)=O)O)O)NC2CCCC2 [(2R,3S,4R,5R)-5-[2-chloro-4-(cyclopentyl-amino)pyrrolo[2,3-d]-pyrimidin-7-yl]-3,4-dihydroxy-tetrahydro-furan-2-yl]methoxy-methyl-(3-methyl-2-oxo-butoxy)phosphinic acid